C(C)N(C1=CC=C(C=C1)C(F)(F)F)C[C@@H]1N=C(OC1)N (S)-4-{[ethyl-(4-trifluoromethyl-phenyl)-amino]-methyl}-4,5-dihydro-oxazol-2-ylamine